3-(2-fluoro-4-((4-(1-(4-(6-hydroxy-2-phenyl-1,2,3,4-tetrahydronaphthalen-1-yl)phenyl)piperidin-4-yl)piperazin-1-yl)methyl)phenyl)piperidine-2,6-dione FC1=C(C=CC(=C1)CN1CCN(CC1)C1CCN(CC1)C1=CC=C(C=C1)C1C(CCC2=CC(=CC=C12)O)C1=CC=CC=C1)C1C(NC(CC1)=O)=O